6-bromo-8-((4-methoxybenzyl)oxy)quinoline BrC=1C=C2C=CC=NC2=C(C1)OCC1=CC=C(C=C1)OC